bis(2-ethyl-1-hexyl)furan-2,3-dicarboxylic acid C(C)C(CC1=C(C(=C(O1)C(=O)O)C(=O)O)CC(CCCC)CC)CCCC